C1(=CC=C(C=C1)NC(C1=CC=C(C=C1)C=C)=O)NC(C1=CC=C(C=C1)C=C)=O N,N'-(1,4-phenylene)bis(4-vinylbenzamide)